C(=O)(OC(C)(C)C)N1CC(CCCC1)=O N-Boc-3-azacycloheptanone